2-methyl-1-decanal CC(C=O)CCCCCCCC